sodium ethanethioate tert-Butyl-(3aR,5s,6aS)-5-((4-chlorophthalazin-1-yl)amino)hexahydrocyclopenta[c]pyrrole-2(1H)-carboxylate C(C)(C)(C)OC(=O)N1C[C@@H]2[C@H](C1)CC(C2)NC2=NN=C(C1=CC=CC=C21)Cl.C(C)([O-])=S.[Na+]